(R)-4-(8-acetyl-5,7-dihydroxy-3,4a,6-trimethyl-4-oxo-4,4a-dihydro-1H-benzofuro[3,2-f]indazol-1-yl)benzonitrile C(C)(=O)C1=C(C(=C(C2=C1OC=1[C@@]2(C(C=2C(=NN(C2C1)C1=CC=C(C#N)C=C1)C)=O)C)O)C)O